N-((1r,4r)-4-(3-chloro-4-cyanophenoxy)cyclohexyl)-6-(4-((4-(2-(2,6-dioxopiperidin-3-yl)-6-fluoro-1,3-dioxoisoindolin-5-yl)piperidin-1-yl)methyl)piperidin-1-yl)pyridazine-3-carboxamide ClC=1C=C(OC2CCC(CC2)NC(=O)C=2N=NC(=CC2)N2CCC(CC2)CN2CCC(CC2)C=2C=C3C(N(C(C3=CC2F)=O)C2C(NC(CC2)=O)=O)=O)C=CC1C#N